2,6-dimethyl-piperidinyl-levulinic acid CC1N(C(CCC1)C)C(C(=O)O)CC(=O)C